sodium bis(hydroxyethyl) isophthalate C(C1=CC(C(=O)OCCO)=CC=C1)(=O)OCCO.[Na]